dibromomethyltrimethoxysilane BrC(Br)[Si](OC)(OC)OC